NC1=CC(=CC=2CCCC(C12)=O)C(=O)OCC ethyl 4-amino-5-oxo-5,6,7,8-tetrahydronaphthalene-2-carboxylate